C(CCCCCCCC(=O)O)(=O)NCCS(=O)(=O)O azelaoyltaurine